CCC\C=C/CC cis-4-Hepten